acryloyloxyoctylpropyldimethoxysilane C(C=C)(=O)OCCCCCCCC[Si](OC)(OC)CCC